C[Si](CCN(C(O)=O)CCS)(C)C.BrCC(=O)NC1=C2C=CC=NC2=C2N=CC=CC2=C1 2-bromo-N-(1,10-phenanthrolin-5-yl)acetamide 2-(Trimethylsilyl)ethyl-(2-sulphanylethyl)carbamate